(S)-methyl 2-(2,6-dichloro-3-(quinazolin-2-ylamino)benzamido)-3-(3-((R)-2,3-dihydro-1H-inden-1-yl)ureido)propanoate ClC1=C(C(=O)N[C@H](C(=O)OC)CNC(=O)N[C@@H]2CCC3=CC=CC=C23)C(=CC=C1NC1=NC2=CC=CC=C2C=N1)Cl